N=1C=NN2C1C=CC(=C2)C=2C=CN1N=C(N=C(C12)OC)NC1CCC(CC1)(C#N)C (1s,4s)-4-((5-([1,2,4]triazolo[1,5-a]pyridin-6-yl)-4-methoxypyrrolo[2,1-f][1,2,4]triazin-2-yl)amino)-1-methylcyclohexane-1-carbonitrile